Diphenylbutane-1,4-diamine C1(=CC=CC=C1)C(CCCN)(N)C1=CC=CC=C1